3-(6-(((3R,4R)-1-(5-chloro-4-((3,3-difluoro-1-methyl-2-oxoindolin-5-yl)amino)pyrimidin-2-yl)-3-methylpiperidin-4-yl)amino)-1-methyl-1H-indazol-3-yl)piperidine-2,6-dione ClC=1C(=NC(=NC1)N1C[C@H]([C@@H](CC1)NC1=CC=C2C(=NN(C2=C1)C)C1C(NC(CC1)=O)=O)C)NC=1C=C2C(C(N(C2=CC1)C)=O)(F)F